N-Benzylidene-tert-butylamine N-oxide CC(C)(C)/[N+](=C/C1=CC=CC=C1)/[O-]